5-(5-(trifluoromethyl)pyrimidin-2-yl)-4,5,6,7-tetrahydropyrazolo[1,5-a]pyrazin FC(C=1C=NC(=NC1)N1CC=2N(CC1)N=CC2)(F)F